FC(C(=O)O)(F)F.NC=1C=2N(C=C(N1)C(=O)NC1CNCCC1)C(=CN2)C2=C(C=CC(=C2)S(=O)(=O)C)C 8-amino-3-(2-methyl-5-(methylsulfonyl)phenyl)-N-(piperidin-3-yl)imidazo[1,2-a]pyrazine-6-carboxamide trifluoroacetate salt